6-bromo-2-methyl-8-phenoxy-imidazo[1,2-a]pyridine BrC=1C=C(C=2N(C1)C=C(N2)C)OC2=CC=CC=C2